C1(=C(C(=C(C(=C1Br)O)N)Br)O)N 3,6-diamino-2,5-dibromo-1,4-hydroquinone